2-amino-N-((5-(cyclopropylsulfonyl)-2-pyridinyl)methyl)-N-((1R)-1-(3-fluoro-2-pyridinyl)ethyl)-3-methyl-6-quinolinecarboxamide NC1=NC2=CC=C(C=C2C=C1C)C(=O)N([C@H](C)C1=NC=CC=C1F)CC1=NC=C(C=C1)S(=O)(=O)C1CC1